2-((4-(7-(3'-(5-(((2-hydroxyethyl)amino)methyl)-6-methoxypyridin-2-yl)-2,2'-dimethyl-[1,1'-biphenyl]-3-yl)-[1,2,4]triazolo[4,3-a]pyridin-3-yl)benzyl)amino)ethan-1-ol OCCNCC=1C=CC(=NC1OC)C=1C(=C(C=CC1)C1=C(C(=CC=C1)C1=CC=2N(C=C1)C(=NN2)C2=CC=C(CNCCO)C=C2)C)C